spiro[4,5-dihydrothieno[2,3-c]pyran-7,4'-piperidine]-3-carboxamide (trifluoroacetate) FC(C(=O)O)(F)F.N1CCC2(CC1)OCCC1=C2SC=C1C(=O)N